2-[6-fluoro-3-(methyl-amino)indan-5-yl]-4-[[5-(4-hydroxy-1-piperidyl)-2-pyridyl]amino]-6H-1,6-naphthyridin-5-one FC1=C(C=C2C(CCC2=C1)NC)C1=NC=2C=CNC(C2C(=C1)NC1=NC=C(C=C1)N1CCC(CC1)O)=O